C1=CC=CC=2C3=CC=CC=C3OP(C12)=O 9,10-dihydro-9-oxa10-Phosphaphenanthrene-10-oxide